FC(OC1C2CNC(C1)C2)(F)F 5-(trifluoromethoxy)-2-azabicyclo[2.2.1]heptan